C[C@H](CCO)CCCC (S)-3-methyl-1-heptanol